COC(=O)C=1C=CC(=C2C=NN(C12)CC1=CC=C(C=C1)C1=NC(=NC=C1)OC)C#CC (4-(2-methoxypyrimidin-4-yl)benzyl)-4-(propan-1-yn-1-yl)-1H-indazole-7-carboxylic acid methyl ester